BrC=1C(=NC=C(C1)I)[C@H](C)OC 3-bromo-5-iodo-2-[(1s)-1-methoxyethyl]pyridine